benzyl (3R,4R)-3-fluoro-4-(2-trimethylsilylethoxycarbonylamino)pyrrolidine-1-carboxylate F[C@@H]1CN(C[C@H]1NC(=O)OCC[Si](C)(C)C)C(=O)OCC1=CC=CC=C1